C=12C(=CC=C3C4=CC=CC=C4CC13)C=C2 etheno-fluorene